(2R,3R)-octane-2,3-diol C[C@H]([C@@H](CCCCC)O)O